N-((3R,4S)-1-(5-(6-ethoxy-1H-pyrazolo[3',4':3,4]pyrazolo[1,5-a]pyridin-4-yl)pyridin-2-yl)-3-hydroxypiperidin-4-yl)-2,3-dimethylbutyramide C(C)OC=1C=C(C=2N(C1)N=C1C2C=NN1)C=1C=CC(=NC1)N1C[C@H]([C@H](CC1)NC(C(C(C)C)C)=O)O